(4S)-8-methyl-1,2,3,4-tetrahydroquinolin-4-amine CC=1C=CC=C2[C@H](CCNC12)N